N-(3-(3-aminocyclobutoxy)-4-fluorophenyl)-4-cyclopropyl-2-(4-fluoro-2-methylphenoxy)-5-(trifluoromethyl)benzamide NC1CC(C1)OC=1C=C(C=CC1F)NC(C1=C(C=C(C(=C1)C(F)(F)F)C1CC1)OC1=C(C=C(C=C1)F)C)=O